S1N=NN=C1[S-] 1,2,3,4-thiatriazol-5-thiolate